4-amino-N-(1-((3-chloro-2-fluorophenyl)amino)-6-methylisoquinolin-5-yl)pyrido[3,2-d]pyrimidine NC=1C2=C(N(CN1)C1=C3C=CN=C(C3=CC=C1C)NC1=C(C(=CC=C1)Cl)F)C=CC=N2